diethyl fumarate (diethyl fumarate) C(C)\C(=C(/C(=O)O)\CC)\C(=O)O.C(\C=C\C(=O)OCC)(=O)OCC